The molecule is a phosphatidylcholine 34:3 in which the acyl groups specified at positions 1 and 2 are palmitoyl and (6Z,9Z,12Z)-octadecatrienoyl (gamma-linolenoyl) respectively. It has a role as a mouse metabolite. It derives from a hexadecanoic acid and a gamma-linolenic acid. CCCCCCCCCCCCCCCC(=O)OC[C@H](COP(=O)([O-])OCC[N+](C)(C)C)OC(=O)CCCC/C=C\\C/C=C\\C/C=C\\CCCCC